N-(2-(3-(phenylselanyl)thiophen-2-yl)ethyl)picolinamide C1(=CC=CC=C1)[Se]C1=C(SC=C1)CCNC(C1=NC=CC=C1)=O